2,2',2'',2'''-((((2,2'-Dimethyl-[1,1'-biphenyl]-3,3'-diyl)bis(oxy))bis(propan-3,1-diyl))bis(azantriyl))tetrakis(ethan-1-ol) CC1=C(C=CC=C1OCCCN(CCO)CCO)C1=C(C(=CC=C1)OCCCN(CCO)CCO)C